C(C)OC(=O)C1C2CCCC(C12)OC1=CC=C(C=C1)C1=C(C(=NO1)C)CO (±)-2-(4-(4-(hydroxymethyl)-3-methylisoxazol-5-yl)phenoxy)bicyclo[4.1.0]heptane-7-carboxylic acid ethyl ester